C(C=C)N1C2=CC=CC=C2SC=2C=CC=CC12 N-Allylphenothiazin